8-(6-{[(1-Methyl-5-oxo-3-pyrrolidinyl)methyl](4-fluorophenyl)carbonylamino}-3-pyridyl)-1-cyclopropyl-3-propylxanthine CN1CC(CC1=O)CN(C1=CC=C(C=N1)C1=NC=2N(C(N(C(C2N1)=O)C1CC1)=O)CCC)C(=O)C1=CC=C(C=C1)F